O1COC2=C1C=CC(=C2)/C=C/C(=O)C2=C(C=C(C=C2)OPI)O (E)-3-(1,3-Benzodioxol-5-yl)-1-(2-hydroxy-4-iodophosphanyloxyphenyl)prop-2-en-1-one